N[C@@H]1C(N(C2=C(OC1)C=CC(=C2)C2=CC=NN2C)C)=O (S)-3-amino-5-methyl-7-(1-methyl-1H-pyrazol-5-yl)-2,3-dihydrobenzo[b][1,4]oxazepin-4(5H)-one